5-(1H-benzimidazol-2-yl)-1-methyl-1,2,4-triazol-3-amine N1C(=NC2=C1C=CC=C2)C2=NC(=NN2C)N